N'-(5-bromocinnolin-4-yl)-4-methyl-benzenesulfonohydrazide BrC1=C2C(=CN=NC2=CC=C1)NNS(=O)(=O)C1=CC=C(C=C1)C